O=C1NC(CCC1N1C(N(C2=C1C=CC(=C2)C=O)C)=O)=O 1-(2,6-Dioxopiperidin-3-yl)-3-methyl-2-oxo-1,3-benzodiazole-5-carbaldehyde